C(CC)P(CCC)CCC tri(n-propyl)phosphine